C(#N)C1=CC2=C(N=C(N=C2)NC=2C=C3CCN(CC3=CC2)C(=O)OC(C)(C)C)N(C1=O)C1=C(C=CC=C1F)F tert-butyl 6-((6-cyano-8-(2,6-difluorophenyl)-7-oxo-7,8-dihydropyrido[2,3-d]pyrimidin-2-yl) amino)-3,4-dihydroisoquinoline-2(1H)-carboxylate